(3S)-3-(4-fluorophenoxymethyl)-2-{[5-methyl-2-(1,3-thiazol-2-yl)phenyl]carbonyl}-2-azabicyclo[3.1.1]heptane FC1=CC=C(OC[C@H]2N(C3CC(C2)C3)C(=O)C3=C(C=CC(=C3)C)C=3SC=CN3)C=C1